tert-butyl N-[[4-[4-(3-amino-2-chloro-phenyl)-3-chloro-2-pyridyl]-2-fluoro-6-methoxy-phenyl]methyl]-N-[[(2S)-5-oxopyrrolidin-2-yl]methyl]carbamate NC=1C(=C(C=CC1)C1=C(C(=NC=C1)C1=CC(=C(C(=C1)OC)CN(C(OC(C)(C)C)=O)C[C@H]1NC(CC1)=O)F)Cl)Cl